4-(6-bromo-7-fluoro-1,4-dihydroquinazolin-2-yl)morpholine BrC=1C=C2CN=C(NC2=CC1F)N1CCOCC1